OC1CC2CC[C@H]3[C@@H]4CC[C@H](CC)[C@]4(CC[C@@H]3[C@]2(CC1)C)C 3-hydroxypregnan